CN1C(=CC2=C1N=C1N(C2=O)CCCC1)C1=CC=C(C=C1)C 1-methyl-2-(p-tolyl)-6,7,8,9-tetrahydropyrido[1,2-a]pyrrolo[2,3-d]pyrimidin-4(1H)-one